2-(3-chloropropyl)pyrrolidine-1,2-dicarboxylic acid 1-tert-butyl 2-methyl ester COC(=O)C1(N(CCC1)C(=O)OC(C)(C)C)CCCCl